(S)-3-chloro-4-((3,5-difluoropyridin-2-yl)methoxy)-2'-(4-(2-hydroxypropan-2-yl)thiazol-2-yl)-5',6-dimethyl-2H-[1,4'-bipyridin]-2-one ClC=1C(N(C(=CC1OCC1=NC=C(C=C1F)F)C)C1=CC(=NC=C1C)C=1SC=C(N1)C(C)(C)O)=O